(S)-N-(5-methyl-4-oxo-2,3,4,5-tetrahydrobenzo[b][1,4]oxazepin-3-yl)-5-(trifluoromethyl)-1H-pyrazolo[3,4-b]pyridine-3-carboxamide CN1C2=C(OC[C@@H](C1=O)NC(=O)C1=NNC3=NC=C(C=C31)C(F)(F)F)C=CC=C2